C(CCCCCC)(=O)OC1=CC=2N(C=N1)N=CN2 [1,2,4-triazolo[1,5-c]pyrimidin-7-yl] heptanoate